BrC1=C(C(=CC(=C1)F)F)C([C@@](C(=O)OC)(C1=CC=CC=C1)O)C methyl (2S)-3-(2-bromo-4,6-difluorophenyl)-2-hydroxy-2-phenylbutanoate